Cl.Cl.CN1CC(C1)CN (1-methylazetidin-3-yl)methanamine dihydrochloride